(±)-2-((1r,4r)-5'-((2,6-dioxopiperidin-3-yl)amino)-4-hydroxy-1',3'-dihydrospiro[cyclohexane-1,2'-indene]-4-yl)acetic acid O=C1NC(CC[C@H]1NC=1C=C2CC3(CC2=CC1)CCC(CC3)(O)CC(=O)O)=O |r|